C(C)(C)(C)OC(=O)N1C(COCC1)C1=C(C2=C(NC(=N2)C(NC(=O)C=2C(=NOC2)C)C2CCCCCCC2)C=C1)F 3-(2-{cyclooctyl-[(3-methylisoxazole-4-carbonyl)amino]methyl}-4-fluoro-1H-benzoimidazol-5-yl)morpholine-4-carboxylic acid tert-butyl ester